C1(=CC=C(C=C1)CN1C[C@H](N(CC1)C(=O)N1N=C(C=C1)C(=O)O)C)C1=CC=CC=C1 (R)-1-(4-([1,1'-biphenyl]-4-ylmethyl)-2-methylpiperazine-1-carbonyl)-1H-pyrazole-3-carboxylic acid